methyl 2-(6-bromo-1-oxo-4-vinylphthalazin-2(1H)-yl)acetate BrC=1C=C2C(=NN(C(C2=CC1)=O)CC(=O)OC)C=C